3-hydroxyadipic acid diammonium salt [NH4+].[NH4+].OC(CC(=O)[O-])CCC(=O)[O-]